N-(2-Benzyloxyethyl)-2,2-dimethyl-4-(3-methyl-2-oxo-1,3-benzoxazol-6-yl)piperazine-1-carboxamide C(C1=CC=CC=C1)OCCNC(=O)N1C(CN(CC1)C1=CC2=C(N(C(O2)=O)C)C=C1)(C)C